C(CCCCCCCCCCCCCCCC)C1=C(C=CC=C1)NC(NC1=C(C=CC=C1)CCCCCCCCCCCCCCCCC)=O di(heptadecylphenyl)urea